(8S)-2-chloro-5,8-dihydro-6H-pyrano[3,4-b]pyridin ClC1=CC=C2C(=N1)COCC2